2,8-dimethyl-6-(5H-pyrrolo[2,3-b]pyrazin-2-yl)-1,2,3,4-tetrahydroisoquinoline CN1CC2=C(C=C(C=C2CC1)C=1N=C2C(=NC1)NC=C2)C